6-mercaptopyridine-2,3-dicarboxylic acid SC1=CC=C(C(=N1)C(=O)O)C(=O)O